C(CCCCCCC(C)C)(=O)O.C=C ethylene iso-decanoate